C5-chloro-3-(chloromethyl)-2-methylpyrazine ClC=1N=C(C(=NC1)C)CCl